lithium perfluoropropane FC(C(C(F)(F)F)(F)F)(F)F.[Li]